CC=1C(=CN2N=C(N=C(C21)NC2=NC=CC(=C2)OC(F)(F)F)C=2N(C=CN2)C)C2=NN(C=C2)C 5-Methyl-2-(1-methyl-1H-imidazol-2-yl)-6-(1-methyl-1H-pyrazol-3-yl)-N-(4-(trifluoromethoxy)pyridin-2-yl)pyrrolo[2,1-f][1,2,4]triazin-4-amine